8-((dimethylamino)methyl)-2-methyl-6-(3-methyl-1H-Pyrrolo[2,3-b]pyridin-5-yl)-3,4-dihydroisoquinolin-1(2H)-one CN(C)CC=1C=C(C=C2CCN(C(C12)=O)C)C=1C=C2C(=NC1)NC=C2C